ClC1=C(C=C2C=C(N=CC2=C1)NC(=O)C1CC12COCC2)N2CCN(CC2)C2(COCC2O)C N-(7-chloro-6-(4-(4-hydroxy-3-methyltetrahydrofuran-3-yl)piperazin-1-yl)isoquinolin-3-yl)-5-oxaspiro[2.4]heptane-1-carboxamide